N4-Allyl-cytidine C(C=C)NC1=NC(N([C@H]2[C@H](O)[C@H](O)[C@@H](CO)O2)C=C1)=O